NC=1C(=NC(=C(C1)OCC)C1=CC=CC=2N(C=NC21)C)C#N 3-amino-5-ethoxy-6-(1-methyl-1H-benzo[d]imidazol-4-yl)picolinonitrile